C(#C)C=1SC(=CN1)NC(=O)N[C@H](C(N1CCC2(CCCC2=O)CC1)=O)CO (S)-1-(2-ethynylthiazol-5-yl)-3-(3-hydroxy-1-oxo-1-(1-oxo-8-azaspiro[4.5]decan-8-yl)-propan-2-yl)urea